N-[(4-cyclopropanesulfonamidopyridin-2-yl)methyl]-3-[(dimethylamino)methyl]-5-(6-ethoxypyrazin-2-yl)pyridine-2-carboxamide C1(CC1)S(=O)(=O)NC1=CC(=NC=C1)CNC(=O)C1=NC=C(C=C1CN(C)C)C1=NC(=CN=C1)OCC